2-(2,6-dioxo-3-piperidinyl)isoindole O=C1NC(CCC1N1C=C2C=CC=CC2=C1)=O